3-((4-(bicyclo[1.1.1]pentan-1-yl)phenoxy)methyl)-1-(4-methoxybenzoyl)pyrrolidine-3-carboxylic acid C12(CC(C1)C2)C2=CC=C(OCC1(CN(CC1)C(C1=CC=C(C=C1)OC)=O)C(=O)O)C=C2